F[C@H]1[C@@H](O[C@@H]([C@H]1O)CO)N1C(=O)NC(=O)C(=C1)C#C deoxy-2'-fluoro(5-ethynyl)uridine